COC=1C(=NON1)C(=O)N(C(OC(C)(C)C)=O)C tert-Butyl N-(4-methoxy-1,2,5-oxadiazole-3-carbonyl)-N-methyl-carbamate